ClC1=CC=C(C(=N1)OCC)[N+](=O)[O-] 6-chloro-2-ethoxy-3-nitropyridine